N-(2-chlorophenyl)sulfonyl-6-[3-[2-[1-(trifluoromethyl)cyclopropyl]ethoxy]pyrazol-1-yl]-2-[(4S)-2,2,4-trimethylpyrrolidin-1-yl]pyridine-3-carboxamide ClC1=C(C=CC=C1)S(=O)(=O)NC(=O)C=1C(=NC(=CC1)N1N=C(C=C1)OCCC1(CC1)C(F)(F)F)N1C(C[C@@H](C1)C)(C)C